[N+](=O)([O-])C1=CC=C(C=C1)NC(=O)NC1=CC(=CC=C1)C(F)(F)F 1-(4-Nitrophenyl)-3-[3-(trifluoromethyl)phenyl]urea